FC1=C(C=CC(=C1)F)NC=1C(C(C1NCC1=C(C=C(C=C1)C1=NOC(=N1)C(F)(F)F)F)=O)=O 3-((2,4-difluorophenyl)amino)-4-((2-fluoro-4-(5-(trifluoromethyl)-1,2,4-oxadiazol-3-yl)benzyl)amino)cyclobut-3-ene-1,2-dione